N1(CCCCC1)C1=NC2=C(C=CC=C2C=C1)C#N piperidin-1-yl-quinoline-8-carbonitrile